ethyl 4-(2,5-difluorobenzoyl)-3,5-dimethyl-1H-pyrrole-2-carboxylate FC1=C(C(=O)C=2C(=C(NC2C)C(=O)OCC)C)C=C(C=C1)F